ClC1=C(NC(C(=C1)NC1=NC=NC=C1)=S)C(=O)OCC ethyl 3-chloro-5-(pyrimidin-4-ylamino)-6-thioxo-1,6-dihydropyridine-2-carboxylate